2-amino-N-(3-(1H-imidazol-2-yl)benzyl)-3-methyl-N-((5-(trifluoromethyl)-2-pyridinyl)methyl)-6-quinolinecarboxamide NC1=NC2=CC=C(C=C2C=C1C)C(=O)N(CC1=NC=C(C=C1)C(F)(F)F)CC1=CC(=CC=C1)C=1NC=CN1